CC(C(=O)O)C(C=CCCC)C 2,3-dimethyl-4-octenoic acid